androsta-5-en-3beta-ol C[C@@]12CCC[C@H]1[C@@H]1CC=C3C[C@H](CC[C@]3(C)[C@H]1CC2)O